5-isobutyl-benzotriazole C(C(C)C)C1=CC2=C(NN=N2)C=C1